C1(=CC=CC=C1)C1=C(C(=O)OC2=CC=NO2)C=CC(=C1O)O (isoxazol-5-yl) phenyl-3,4-dihydroxybenzoate